diaminobiphenyl-3'-sulfonic acid NC=1C(=C(C=CC1)C1=CC(=CC=C1)S(=O)(=O)O)N